5-nitro-N-(6-(trifluoromethoxy)benzo[d]thiazol-2-yl)thiophene-2-carboxamide [N+](=O)([O-])C1=CC=C(S1)C(=O)NC=1SC2=C(N1)C=CC(=C2)OC(F)(F)F